OCC1=CC(=C2CN(C(C2=C1)=O)C=1C=C(C=CC1)C1=C(C=CC=C1)C1=NN=CN1C)C(F)(F)F 6-(Hydroxymethyl)-2-(2'-(4-methyl-4H-1,2,4-triazol-3-yl)-[1,1'-biphenyl]-3-yl)-4-(trifluoromethyl)isoindolin-1-one